C(=C\C=C\CC)/C1(C(C=2C(OC(CC2O1)C)=O)=O)C 2-((1E,3E)-Hexa-1,3-dienyl)-2,6-dimethyl-6,7-dihydro-furo[3,2-c]pyran-3,4-dione